7-(4-methylphenyl)-3,7-dihydro-4H-pyrrolo[2,3-d]pyrimidin-4-one CC1=CC=C(C=C1)N1C=CC2=C1N=CNC2=O